BrC=1C(=C(/C(=N/O)/Cl)C=CC1)F (Z)-3-bromo-2-fluoro-N-hydroxyiminobenzyl chloride